N-(1-(3-chloro-4-methylphenyl)-2-oxopyrrolidin-3-yl)-2-(1H-indol-3-yl)-2-oxoacetamide ClC=1C=C(C=CC1C)N1C(C(CC1)NC(C(=O)C1=CNC2=CC=CC=C12)=O)=O